(5R)-N-((2R)-1-(((2S)-1-amino-1-oxopropan-2-yl)amino)-2-(4-ethylphenyl)-1-oxobutan-2-yl)-2,7,7-trimethyl-5-phenyl-4,5,6,7-tetrahydropyrazolo[1,5-a]pyridine-3-carboxamide NC([C@H](C)NC([C@@](CC)(C1=CC=C(C=C1)CC)NC(=O)C=1C(=NN2C1C[C@@H](CC2(C)C)C2=CC=CC=C2)C)=O)=O